3-[(S)-Hydroxy-[2-(3-hydroxy-3-methyl-but-1-ynyl)-pyridin-4-yl]-(4-isopropyl-phenyl)-methyl]-3-methyl-azetidine O[C@@](C1(CNC1)C)(C1=CC=C(C=C1)C(C)C)C1=CC(=NC=C1)C#CC(C)(C)O